2-methyl-2-(6-oxo-1,6-dihydropyridin-2-yl)propanoic acid CC(C(=O)O)(C)C=1NC(C=CC1)=O